C1(=CC=CC=C1)C1(CC=CC=C1)C=C 1-phenylphenylethylene